(8S,11R,13S,14S,17R)-17-acetyl-11-(4-((7-hydroxyheptyl) (methyl)amino) phenyl)-13-methyl-3-oxo-2,3,6,7,8,11,12,13,14,15,16,17-dodecahydro-1H-cyclopenta[a]phenanthren-17-yl acetate C(C)(=O)O[C@@]1(CC[C@H]2[C@@H]3CCC4=CC(CCC4=C3[C@H](C[C@]12C)C1=CC=C(C=C1)N(C)CCCCCCCO)=O)C(C)=O